C1(=CC=CC=C1)CCCC1=NOC(=N1)C1N(CC(C1)CC1CCC1)S(=O)(=O)CC(C)C 3-(3-Phenylpropyl)-5-(1-isobutylsulfonyl-4-cyclobutylmethylpyrrolidin-2-yl)-1,2,4-oxadiazole